NC1=C(C=CC=C1)S(=O)(=O)NC1CCN(CC1)C(=O)OC(C)(C)C tert-butyl 4-(2-aminobenzenesulfonamido)piperidine-1-carboxylate